4-chloro-3-(7-fluoro-5-azaspiro[2.4]heptan-5-yl)-1-(p-tolyl-sulfonyl)indazole (S)-ethyl-2-((2R,5S,6R)-2-(4-fluorobenzyl)-5,6-bis(4-chlorophenyl)-3-oxomorpholino)pentanoate C(C)OC([C@H](CCC)N1C([C@H](O[C@@H]([C@@H]1C1=CC=C(C=C1)Cl)C1=CC=C(C=C1)Cl)CC1=CC=C(C=C1)F)=O)=O.ClC1=C2C(=NN(C2=CC=C1)S(=O)(=O)C1=CC=C(C=C1)C)N1CC2(CC2)C(C1)F